NC1=CC=C(C=N1)C1=CC=2C3=C(C=NC2C=C1)N(C(N3C3=C(C=CC(=C3)C#N)C)=NS(=O)=O)C (8-(6-Aminopyridin-3-yl)-1-(5-cyano-2-methylphenyl)-3-methyl-1,3-dihydro-2H-imidazo[4,5-c]quinolin-2-ylidene)sulfonamide